2-(2-chlorophenyl)-5,7-dihydroxy-8-[(3s,4r)-3-hydroxy-1-methyl-4-piperidinyl]-4-chromone ClC1=C(C=CC=C1)C=1OC2=C(C(=CC(=C2C(C1)=O)O)O)[C@@H]1[C@@H](CN(CC1)C)O